NC=1C=C2C(N(C=NC2=CC1)CCN1CCOCC1)=O 6-amino-3-(2-morpholinoethyl)quinazolin-4(3H)-one